N1-(3-chloro-5-fluorophenyl)-5-fluoro-N1,2-dimethylbenzene-1,3-diamine ClC=1C=C(C=C(C1)F)N(C1=C(C(=CC(=C1)F)N)C)C